C(C)(C)(C)C=1OC=C(N1)C(=O)NC1=C(C=C(C(=C1)C=1C=C(C=2N(C1)C=CN2)N2CCOCC2)C)F 2-tert-butyl-N-{2-fluoro-4-methyl-5-[8-(morpholin-4-yl)imidazo[1,2-a]pyridin-6-yl]phenyl}-1,3-oxazole-4-carboxamide